4-[(4-bromo-2-chloro-6-methoxy-phenyl)methylene]Piperidine-1-carboxylic acid tert-butyl ester C(C)(C)(C)OC(=O)N1CCC(CC1)=CC1=C(C=C(C=C1OC)Br)Cl